O1CCC(CC1)C=1C(=C2CCCC2=CC1)NC(=O)NS(=O)(=O)C1=CC=2CN3CCC(C2O1)CC3 N-((5-(tetrahydro-2H-pyran-4-yl)-2,3-dihydro-1H-inden-4-yl)carbamoyl)-4,6,7,8-tetrahydro-5,8-ethanofuro[3,2-c]azepine-2-sulfonamide